CS(=O)(=O)C=1N=CC2=C(N1)N(C(C=C2C#C[Si](C(C)C)(C(C)C)C(C)C)=O)C[C@H]2NC(CC2)=O (S)-2-(methylsulfonyl)-8-((5-oxopyrrolidin-2-yl)methyl)-5-((triisopropylsilyl)ethynyl)pyrido[2,3-d]pyrimidin-7(8H)-one